ClC=1C=C(C=CC1F)NC1=NC=NC2=CC(=C(C=C12)NC(\C=C\CN1CCN(CC1)C(CCCCCNC1=C2CN(C(C2=CC=C1)=O)C1C(NC(CC1)=O)=O)=O)=O)OC (E)-N-(4-((3-chloro-4-fluorophenyl)amino)-7-methoxyquinazolin-6-yl)-4-(4-(6-((2-(2,6-dioxopiperidin-3-yl)-1-oxoisoindolin-4-yl)amino)hexanoyl)piperazin-1-yl)but-2-enamide